C([C@@H]1[C@H]([C@@H](C(O1)(COP(=O)(O)O)O)O)O)OP(=O)(O)O The molecule is the furanose form of D-fructose 1,6-bisphosphate. It derives from a D-fructofuranose. It is a conjugate acid of a D-fructofuranose 1,6-bisphosphate(4-).